CC(C)C(CCCCCC)=O 2-methyl-3-nonanone